COC=1C=C(/C=C/C2=CC=C(C(=O)NC=3C=C(N(C3)C)C(=O)NC=3C=C(N(C3)C)C(=O)NCC[N+]3(CCOCC3)[O-])C=C2)C=CC1 (E)-4-(2-(4-(4-(4-(3-methoxystyryl)benzamido)-1-methyl-1H-pyrrole-2-carboxamido)-1-methyl-1H-pyrrole-2-carboxamido)ethyl)morpholine 4-oxide